N1(CCC1)C=1N=C(C(=NC1)C(C)N1N=CC(=C1)N)C 1-(1-(5-(Azetidin-1-yl)-3-methylpyrazin-2-yl)ethyl)-1H-pyrazol-4-amine